acetic acid 2-oxo-propyl ester O=C(COC(C)=O)C